COC1=C(C(=[N+]2C=NC(C2=O)=O)OC)C=CC=C1 dimethoxybenzylidenedioxoimidazolinium